N=[S@@](=O)(C)C1(CC1)C1=NC(=NC(=C1)N1[C@@H](COCC1)C)C1=C2C=CN=CC2=CC=C1 (R)-imino(1-(2-(isoquinolin-5-yl)-6-((R)-3-methylmorpholino)pyrimidin-4-yl)cyclopropyl)(methyl)-λ6-sulfanone